COC=1C(=C2C=CNC2=C(C1)C)C[C@H]1[C@@H](CN(CC1)C)C1=CC=C(C(=O)O)C=C1 4-((3R,4R)-4-((5-methoxy-7-methyl-1H-indol-4-yl)methyl)-1-methylpiperidin-3-yl)benzoic acid